rac-N-{(7S,8R)-2-ethyl-8-[(2'-fluoro-5'-methyl[1,1'-biphenyl]-3-yl)methyl]-1-oxo-1,2,5,6,7,8-hexahydroisoquinolin-7-yl}methanesulfonamide C(C)N1C(C=2[C@H]([C@H](CCC2C=C1)NS(=O)(=O)C)CC=1C=C(C=CC1)C1=C(C=CC(=C1)C)F)=O |r|